1,3-bis(3-ethyl-3-oxetanylmethyl)benzene C(C)C1(COC1)CC1=CC(=CC=C1)CC1(COC1)CC